N-((5-(2-((2-(difluoromethyl)-6-methoxyquinazolin-4-yl)thio)acetyl)thiophen-2-yl)methyl)-2-hydroxyacetamide FC(C1=NC2=CC=C(C=C2C(=N1)SCC(=O)C1=CC=C(S1)CNC(CO)=O)OC)F